FC=1C=C2C(=CNC2=CC1)CCN(CC(C)C)C N-(2-(5-fluoro-1H-indol-3-yl)ethyl)-N,2-dimethylpropan-1-amine